2-(3-(3-(4-(2-(2,6-dioxopiperidin-3-yl)-1,3-dioxoisoindolin-5-yl)piperazin-1-yl)propoxy)phenyl)-N-(5-methyl-4-(1-(2-methylbenzoyl)indolin-5-yl)thiazol-2-yl)acetamide O=C1NC(CCC1N1C(C2=CC=C(C=C2C1=O)N1CCN(CC1)CCCOC=1C=C(C=CC1)CC(=O)NC=1SC(=C(N1)C=1C=C2CCN(C2=CC1)C(C1=C(C=CC=C1)C)=O)C)=O)=O